2-ethylhexanoic acid (2-ethylhexanoate) C(C)C(C(=O)O)CCCC.C(C)C(C(=O)O)CCCC